OCCN(C)C(C)(O)C=1C=NC(=CC1)[N+](=O)[O-] ((2-hydroxyethyl)(methyl)amino)-1-(6-nitropyridin-3-yl)ethan-1-ol